di-n-butyl carbonate C(OCCCC)(OCCCC)=O